Cl.P phosphin hydrochlorid